BrC=1C(=C(C=CC1)C=1OC2=C(N1)C=C(C(=C2)OC(F)F)C(=O)OC)C#N methyl 2-(3-bromo-2-cyanophenyl)-6-(difluoromethoxy)benzo[d]oxazole-5-carboxylate